C(C)OC(=O)C1=C(C2=C(N=C(S2)SC)N1)CO 6-(hydroxymethyl)-2-(methylthio)-4H-pyrrolo[2,3-d]Thiazole-5-carboxylic acid ethyl ester